2-((1s,4s)-4-((2-((2-(1-(Cyclopropylsulfonyl)-1H-pyrazol-4-yl)pyrimidin-4-yl)amino)-5-((1-(2,2,2-trifluoroethyl)-1H-pyrazol-4-yl)ethynyl)pyridin-4-yl)amino)cyclohexyl)propan-2-ol C1(CC1)S(=O)(=O)N1N=CC(=C1)C1=NC=CC(=N1)NC1=NC=C(C(=C1)NC1CCC(CC1)C(C)(C)O)C#CC=1C=NN(C1)CC(F)(F)F